(R)-7-isopropoxy-1-(piperidin-3-yloxy)-4-(3-(tetrahydro-2H-pyran-4-yl)prop-1-yn-1-yl)isoquinoline-6-carboxamide C(C)(C)OC1=C(C=C2C(=CN=C(C2=C1)O[C@H]1CNCCC1)C#CCC1CCOCC1)C(=O)N